BrC1=CC(=C(C(=O)NCC)C=C1)NC(=O)NC1=CC(=CC(=C1)Cl)Cl 4-bromo-2-[3-(3,5-dichlorophenyl)ureido]-N-ethylbenzamide